FC([C@H]1CN(CC1)C1=CC=C(C=N1)C1CN(C1)C(=O)N1CC2(C1)CC(C2)N2N=C(N=C2)C(F)(F)F)(F)F [3-[6-[(3R)-3-(trifluoromethyl)pyrrolidin-1-yl]-3-pyridinyl]azetidin-1-yl]-[6-[3-(trifluoromethyl)-1,2,4-triazol-1-yl]-2-azaspiro[3.3]heptane-2-yl]methanone